(R,E)-N-(4-((2',4'-difluoro-4-methoxy-[1,1'-biphenyl]-3-yl)amino)-7-methoxy-quinazolin-6-yl)-3-(1-methyl-pyrrolidin-2-yl)acrylamide FC1=C(C=CC(=C1)F)C1=CC(=C(C=C1)OC)NC1=NC=NC2=CC(=C(C=C12)NC(\C=C\[C@@H]1N(CCC1)C)=O)OC